N-(2-(6-amino-4-((4-aminophenyl)amino)-1H-pyrazolo[3,4-d]pyrimidin-1-yl)ethyl)-1-ethyl-3-methyl-1H-pyrazole-5-acetamide NC1=NC(=C2C(=N1)N(N=C2)CCNC(CC2=CC(=NN2CC)C)=O)NC2=CC=C(C=C2)N